6-((3R,5R)-3,5-dimethylpiperidin-1-yl)pyridin-3-amine C[C@H]1CN(C[C@@H](C1)C)C1=CC=C(C=N1)N